O=C1NC(CCC1NC(=O)C1=CC=C(C=N1)N1CCC(CC1)C(=O)O)=O 1-(6-((2,6-dioxopiperidin-3-yl)carbamoyl)pyridin-3-yl)piperidine-4-carboxylic acid